2-((1s,2s)-1-(2-chlorophenyl)-1-(1-ethyl-1H-pyrazol-4-yl)propan-2-yl)-5-hydroxy-N-(isoxazol-4-yl)-1-methyl-6-oxo-1,6-dihydropyrimidine-4-carboxamide ClC1=C(C=CC=C1)[C@@H]([C@H](C)C=1N(C(C(=C(N1)C(=O)NC=1C=NOC1)O)=O)C)C=1C=NN(C1)CC